phenanthro[1,2-c]pyran-7-carboxylic acid C=1C2=C(COC1)C=1C=CC3=C(C=CC=C3C1C=C2)C(=O)O